C1(=CC(=CC=C1)C=1C=NN(C1)C1=NC=2N(C(=C1)N1CCOCC1)N=C(C2)C=2C=NC=NC2)C 4-[5-[4-(m-tolyl)pyrazol-1-yl]-2-pyrimidin-5-yl-pyrazolo[1,5-a]pyrimidin-7-yl]morpholine